ClC1=CC2=C(OC(CN2)C(=O)N)C=C1 6-chloro-3,4-dihydro-2H-benzo[b][1,4]oxazine-2-carboxamide